C1(=CC=CC=C1)S(=O)(=O)N1C=CC=2C1=NC=C1C2N(C(=N1)C1=CC=C(C=C1)C(F)(F)F)[C@@H]1CC[C@H](CC1)C#N trans-4-(6-(phenylsulfonyl)-2-(4-(trifluoromethyl)phenyl)imidazo[4,5-d]Pyrrolo[2,3-b]Pyridin-1(6H)-yl)cyclohexanecarbonitrile